[phenyl(dimethylfluorenyl)triazinyl][(biphenyl-yl)dibenzoselenophenyl]biphenyl C1(=CC=CC=C1)C1=C(C(=NN=N1)C=1C(=C(C=CC1)C1=CC=CC=C1)C1=C(C=CC=2[Se]C3=C(C21)C=CC=C3)C3=C(C=CC=C3)C3=CC=CC=C3)C3=C(C(=CC=2C1=CC=CC=C1CC32)C)C